Ethyl 2-(1-methylpyrazol-4-yl)oxazole-4-carboxylate CN1N=CC(=C1)C=1OC=C(N1)C(=O)OCC